3-deaza-3-chloroadenosine ClC1=CN=C(C=2N=CN([C@H]3[C@H](O)[C@H](O)[C@@H](CO)O3)C12)N